1-(4-trifluoromethylphenyl)-2,2-dihydroxyethanone FC(C1=CC=C(C=C1)C(C(O)O)=O)(F)F